C(C1=CC=CC=C1)N(S(=O)(=O)C=C)CC=O N-benzyl-N-(2-oxoethyl)ethenesulfonamide